tert-Butyl-(S)-2-[(S)-2-[3-(2-{2-[2-(benzyloxycarbonylamino)ethoxy]ethoxy} ethoxy)propionyl amino]-6-(tert-butoxycarbonylamino)hexanoyl amino]-6-(hexanoylamino)hexanoate C(C)(C)(C)OC([C@H](CCCCNC(CCCCC)=O)NC([C@H](CCCCNC(=O)OC(C)(C)C)NC(CCOCCOCCOCCNC(=O)OCC1=CC=CC=C1)=O)=O)=O